(6-(Piperidine-1-yl)naphthalene-2-yl)methanol N1(CCCCC1)C=1C=C2C=CC(=CC2=CC1)CO